FC=1C=C(C=CC1[C@H](C)NC(=O)C=1C=NC2=C(N=C(C=C2C1N1CCN[C@H](CC1)C)C)C1CC1)C N-[(S)-1-(3-fluoro-4-tolyl)ethyl]-4-[(S)-5-methyl-1,4-diazepan-1-yl]-8-cyclopropyl-6-methyl-1,7-diaza-3-naphthamide